COCCOC=1N=CC2=C(N1)CCN=C2 2-(2-methoxyethoxy)-7,8-dihydropyrido[4,3-d]pyrimidin